C(#C)C=1SC=C(N1)NC(N(C)[C@@H](CO)C1=CC=C(C=N1)C1=NC(=CC=C1)N1CCCC1)=O (R)-3-(2-ethynyl-thiazol-4-yl)-1-(2-hydroxy-1-(6-(pyrrolidin-1-yl)-[2,3'-bipyridyl]-6'-yl)-ethyl)-1-methylurea